5-((4-(3',5'-bis(benzyloxy)-[1,1'-biphenyl]-4-yl)pyrimidin-2-yl)amino)-N-(3-morpholinopropyl)-1H-indole-2-carboxamide C(C1=CC=CC=C1)OC=1C=C(C=C(C1)OCC1=CC=CC=C1)C1=CC=C(C=C1)C1=NC(=NC=C1)NC=1C=C2C=C(NC2=CC1)C(=O)NCCCN1CCOCC1